bis(methyl-d3)amine hydrochloride Cl.C([2H])([2H])([2H])NC([2H])([2H])[2H]